ClC1=C(C(=O)NC2=C3C=NN(C3=CC=C2)CC)C=C(C=C1)CNC(COC)=O 2-Chloro-N-(1-ethyl-1H-indazol-4-yl)-5-{[(methoxyacetyl)amino]methyl}benzamide